C(C)(=O)OC1=CC=C2C=CC=NC2=C1 Quinolin-7-yl acetate